methyl 4-(2-hydroxyethoxy)-2-vinylbenzoate OCCOC1=CC(=C(C(=O)OC)C=C1)C=C